5-chloro-1-(1-cyclopropyl-1H-pyrazol-4-yl)-6-[(3aR,6aS)-5-(oxetan-3-yl)hexahydropyrrolo[3,4-c]pyrrol-2(1H)-yl]-1H-indazole ClC=1C=C2C=NN(C2=CC1N1C[C@@H]2CN(C[C@@H]2C1)C1COC1)C=1C=NN(C1)C1CC1